N-(2-cyano-6-(1,1-dioxidotetrahydro-2H-thiopyran-3-yl)phenyl)-4-(5-((1S,2S)-2-fluorocyclopropyl)-1,2,4-oxadiazol-3-yl)-4-methylpiperidine-1-carboxamide C(#N)C1=C(C(=CC=C1)C1CS(CCC1)(=O)=O)NC(=O)N1CCC(CC1)(C)C1=NOC(=N1)[C@H]1[C@H](C1)F